N-((1-(4-(4-((1-(4-fluorophenyl)-4-oxo-1H-pyrazolo[3,4-d]pyrimidin-5(4H)-yl)methyl)-4-hydroxypiperidine-1-carbonyl)phenyl)cyclopropyl)methyl)acetamide FC1=CC=C(C=C1)N1N=CC2=C1N=CN(C2=O)CC2(CCN(CC2)C(=O)C2=CC=C(C=C2)C2(CC2)CNC(C)=O)O